ClC1=NC(=CC(=N1)N1CCN(CC1)C(=O)OCC1=CC=CC=C1)C(NC1=CC(=CC2=CC=CC=C12)OC)=O benzyl 4-[2-chloro-6-[(3-methoxy-1-naphthyl)carbamoyl]pyrimidin-4-yl]piperazine-1-carboxylate